2-(1-cyano-2-methylpropan-2-yl)-7-methoxy-N-(6-(trifluoromethyl)pyridin-2-yl)imidazo[1,2-a]pyridine-6-carboxamide C(#N)CC(C)(C)C=1N=C2N(C=C(C(=C2)OC)C(=O)NC2=NC(=CC=C2)C(F)(F)F)C1